methyl (2S)-3-methyl-2-{methyl[(5S)-3-(prop-2-enoyl)-1-oxa-3,7-diazaspiro[4.4]nonan-7-yl]carbonylamino}butanoate CC([C@@H](C(=O)OC)N(C(=O)N1C[C@@]2(CN(CO2)C(C=C)=O)CC1)C)C